(E)-4,4-dimethyl-3-(3-(2-(trifluoromethyl)phenyl)acryloyl)oxazolidin-2-one-5,5-d2 (1R*,4S*)-4-(benzyloxy)-3,3-difluoro-1-(3-(pyrimidin-2-yl)benzyl)cyclopentane-1-carboxylate C(C1=CC=CC=C1)O[C@@H]1C(C[C@@](C1)(C(=O)O)CC1=CC(=CC=C1)C1=NC=CC=N1)(F)F.CC1(N(C(OC1([2H])[2H])=O)C(\C=C\C1=C(C=CC=C1)C(F)(F)F)=O)C |o1:8,11|